3-(Chloromethyl)-5-(3-(1,1-difluoroethyl)phenyl)-2-methylpyrazine ClCC=1C(=NC=C(N1)C1=CC(=CC=C1)C(C)(F)F)C